5-{[(2r,3s)-1-[(7-ethyl-6-oxo-5H-1,5-naphthyridin-3-yl)methyl]-2-methylazetidin-3-yl]oxy}-N-methylpyridine-2-carboxamide C(C)C=1C(NC=2C=C(C=NC2C1)CN1[C@@H]([C@H](C1)OC=1C=CC(=NC1)C(=O)NC)C)=O